C(C)(C)(C)N(C(O)=O)C=1C(=NC(=CC1)C([2H])([2H])O)OC(F)F.BrC1=C(SC=C1)C=O (3-bromothiophen-2-yl)methanone tert-butyl-(2-(difluoromethoxy)-6-(hydroxymethyl-d2)pyridin-3-yl)carbamate